2-(3-(((4-(2-((6-(1,2,3-thiadiazol-5-yl)-1H-indazol-4-yl)oxy)ethoxy)butyl)amino)methyl)-5-(trifluoromethoxy)phenyl)ethanol S1N=NC=C1C1=CC(=C2C=NNC2=C1)OCCOCCCCNCC=1C=C(C=C(C1)OC(F)(F)F)CCO